C(C1=CC=CC=C1)OC(=O)N[C@@H](CNC(OC(C)(C)C)=O)CO tert-butyl N-[(2S)-2-{[(benzyloxy)carbonyl]amino}-3-hydroxypropyl]carbamate